4-(2-chloro-6-methoxypyridin-3-yl)isoxazole ClC1=NC(=CC=C1C=1C=NOC1)OC